N-(3-fluorophenyl)-2-(1-methyl-1H-pyrazol-3-yl)-N-((5-(5-(trifluoromethyl)-1,2,4-oxadiazol-3-yl)pyridin-2-yl)methyl)propanamide FC=1C=C(C=CC1)N(C(C(C)C1=NN(C=C1)C)=O)CC1=NC=C(C=C1)C1=NOC(=N1)C(F)(F)F